N-(4-((5-methyl-2-(methyl-d3)-4,5-dihydro-2H-[1,2,3]triazolo[4,5-c][1,7]naphthyridin-6-yl)amino)-5-(propanoyl-3,3,3-d3)pyridin-2-yl)cyclopropanecarboxamide CN1CC=2C(C=3C=CN=C(C13)NC1=CC(=NC=C1C(CC([2H])([2H])[2H])=O)NC(=O)C1CC1)=NN(N2)C([2H])([2H])[2H]